FC(CCCO)(F)F 4,4,4-trifluoro-1-butanol